BrC1=NC(=CC(=C1)OC)Br 2,6-dibromo-4-methoxypyridine